[O-]CC.[O-]CC.[O-]CC.[Na+].[Na+].[Na+] sodium triethoxide